N-methyl[1,3]thiazolo[5,4-d]pyrimidin-2-amine CNC=1SC=2N=CN=CC2N1